COC([C@H](CCCCCCCC1=NC2=NC=CC=C2C=C1)NC(=O)OC(C)(C)C)=O (S)-2-((tert-butoxycarbonyl)amino)-9-(1,8-naphthyridin-2-yl)nonanoic acid methyl ester